4-amino-2-(ethoxymethyl)-1H-imidazo[4,5-c]quinoline 5-oxide NC1=[N+](C=2C=CC=CC2C2=C1N=C(N2)COCC)[O-]